(1R,3R)-1-oxido-3-phenyl-4,5-dihydro-3H-1λ6-isothiazol O=S1=N[C@H](CC1)C1=CC=CC=C1